BrC=1C(=NC(=NC1)Cl)NC=1C(=C2N=CC=NC2=CC1)[N+](=O)[O-] N-(5-bromo-2-chloropyrimidin-4-yl)-5-nitroquinoxalin-6-amine